2-amino-3-(5,6,7,8-tetrahydronaphthalen-2-yl)propionitrile NC(C#N)CC1=CC=2CCCCC2C=C1